FC(C=1C=C(OC2=CC(=C(C=C2F)CNC(=O)C2=NC=NS2)F)C=C(C1)C(F)(F)F)(F)F N-({4-[3,5-bis(trifluoromethyl)phenoxy]-2,5-difluorophenyl}methyl)-1,2,4-thiadiazole-5-carboxamide